N-(4-bromo-2,6-dimethyl-phenyl)-2-(3,3-difluoroazetidin-1-yl)acetamide BrC1=CC(=C(C(=C1)C)NC(CN1CC(C1)(F)F)=O)C